(E)-1-(4-(4-((4-([1,2,4]triazolo[1,5-a]pyridin-7-yloxy)-3-methylphenyl)amino)pyrrolo[2,1-f][1,2,4]triazin-5-yl)piperidin-1-yl)-4-(3-fluoroazetidin-1-yl)but-2-en-1-one N=1C=NN2C1C=C(C=C2)OC2=C(C=C(C=C2)NC2=NC=NN1C2=C(C=C1)C1CCN(CC1)C(\C=C\CN1CC(C1)F)=O)C